3-(5-(1-((5-chlorothiophen-2-yl)methyl)piperidin-4-yl)-1-oxoisoindolin-2-yl)piperidine-2,6-dione ClC1=CC=C(S1)CN1CCC(CC1)C=1C=C2CN(C(C2=CC1)=O)C1C(NC(CC1)=O)=O